C(#N)C1=CC(=C(COC=2C=NN(C2)C2CCN(CC2)CC2=NC3=C(N2CC2=CN=CN2CC)C=C(C=C3)C(=O)O)C=C1)F 2-((4-(4-((4-cyano-2-fluorobenzyl)oxy)-1H-pyrazol-1-yl)piperidin-1-yl)methyl)-1-((1-ethyl-1H-imidazol-5-yl)methyl)-1H-benzo[d]imidazole-6-carboxylic acid